CS(=O)(=O)OCCCCC1CN(C(C1)=O)C1=CC=C(C=C1)[N+](=O)[O-] 4-[1-(4-nitrophenyl)-5-oxo-pyrrolidin-3-yl]Butyl methanesulfonate